BrC1=CC=C(C(=N1)NC(=O)[C@H]1N(C2CC2(C1)CN1CC2C(C1)CCC2)C(=O)OC(C)(C)C)C (3S)-tert-Butyl 3-((6-bromo-3-methylpyridin-2-yl)carbamoyl)-5-((hexahydrocyclopenta[c]pyrrol-2(1H)-yl)methyl)-2-azabicyclo[3.1.0]hexane-2-carboxylate